N[C@H]1CN(C[C@@H](C1)F)C(=O)C1=CC2=C(N(C(=N2)C2=CC=3C(=NC(=CC3)C3CC(C3)O)N2CC2CC2)C)C(=C1)OC 3-(2-{5-[(3R,5R)-3-amino-5-fluoropiperidine-1-carbonyl]-7-methoxy-1-methyl-1H-1,3-benzodiazol-2-yl}-1-(cyclopropylmethyl)-1H-pyrrolo[2,3-b]pyridin-6-yl)cyclobutan-1-ol